4-((4-bromo-1H-indol-1-yl)methyl)-5-chloro-3-fluoro-2-methoxybenzaldehyde BrC1=C2C=CN(C2=CC=C1)CC1=C(C(=C(C=O)C=C1Cl)OC)F